N'-[3-(2-fluoro-4-iodophenyl)-1-(4-methoxybenzyl)-2,6-dioxo-1,2,3,6-tetrahydropyrimidin-4-yl]-N,N-dimethylformamidine FC1=C(C=CC(=C1)I)N1C(N(C(C=C1N=CN(C)C)=O)CC1=CC=C(C=C1)OC)=O